ethyl (E)-2-((2,5-dimethyl-1H-pyrrol-1-yl)methyl)-3-fluoroacrylate CC=1N(C(=CC1)C)C/C(/C(=O)OCC)=C\F